BrCC=1C(=C2N=CC=3N(C2=CC1)N=CC3F)F 7-(bromomethyl)-3,6-difluoropyrazolo[1,5-a]quinoxaline